CC1=C(C=CC=C1C)NC(CSC=1NC=C(N1)C(=O)O)=O 2-((2-((2,3-dimethylphenyl)amino)-2-oxoethyl)thio)-1H-imidazole-4-carboxylic acid